IC=1N(N=C2C(=CC(=CC12)C(F)(F)F)C(=O)OC)COC methyl 3-iodo-2-(methoxymethyl)-5-(trifluoromethyl)indazole-7-carboxylate